NC1=C(C=C(C=N1)C=1C=C2N(N1)CC[C@]21CN(CC1)C(=O)NC(C)(C)C1=CC=NC=C1)OC(F)(F)F |r| (rac)-2'-[6-amino-5-(trifluoromethoxy)pyridin-3-yl]-N-[2-(pyridin-4-yl)propan-2-yl]-5',6'-dihydrospiro[pyrrolidine-3,4'-pyrrolo[1,2-b]pyrazole]-1-carboxamide